CC1(NC2=CC(=CC=C2CC1)C1CN(C1)C(C)=O)C 1-(3-(2,2-dimethyl-1,2,3,4-tetrahydroquinolin-7-yl)azetidin-1-yl)-ethan-1-one